2-(2-(2-((4-Methoxybenzyl)oxy)ethoxy)ethoxy)ethan-1-ol COC1=CC=C(COCCOCCOCCO)C=C1